FC1([C@H](C1)CN1N=C(C=2[C@@H](C(CCC12)(F)F)O)C(F)(F)F)F (4S)-1-{[(1R)-2,2-difluorocyclopropyl]methyl}-5,5-difluoro-3-(trifluoromethyl)-4,5,6,7-tetrahydro-1H-indazol-4-ol